NC1=NC2=CC=C(C=C2C=N1)C1=C2C=CN(C2=CC=C1F)S(=O)(=O)C=1C(=C(C=C(C1)Cl)CO)Cl {3-[4-(2-aminoquinazolin-6-yl)-5-fluoro-1H-indole-1-sulfonyl]-2,5-dichlorophenyl}methanol